N-(5-((3,3-dimethylpiperazin-1-yl)methyl)pyridin-2-yl)-5-fluoro-4-(4-fluoro-1-isopropyl-2-methyl-1H-benzo[d]imidazol-6-yl)pyrimidin-2-amine CC1(CN(CCN1)CC=1C=CC(=NC1)NC1=NC=C(C(=N1)C=1C=C(C2=C(N(C(=N2)C)C(C)C)C1)F)F)C